5-methyl-thiazole-4-carboxamide CC1=C(N=CS1)C(=O)N